FC=1C=C(C=CC1OC1=C(C=NC2=CC(=C(N=C12)OC)OC)F)NC(=O)C=1C(N(C(=CC1)C(F)(F)F)C=1C=NC(=CC1C)OC)=O racemic-N-(3-fluoro-4-((3-fluoro-6,7-dimethoxy-1,5-naphthyridin-4-yl)oxy)phenyl)-6'-methoxy-4'-methyl-2-oxo-6-(trifluoromethyl)-2H-[1,3'-bipyridine]-3-carboxamide